(1R)-(-)-thiocamphor C[C@@]12CC[C@@H](C1(C)C)CC2=S